N-(3-carbamoyloxetan-3-yl)-4-fluoro-2-methyl-5-((4-methylthiazol-5-yl)methoxy)benzofuran C(N)(=O)C1(COC1)N1CSC(=C1C)COC=1C=CC2=C(C=C(O2)C)C1F